6-[4-[(R)-(1-methyl-2-oxo-4-pyridyl)-phenyl-methyl]piperidine-1-carbonyl]-4H-1,4-benzoxazin-3-one CN1C(C=C(C=C1)[C@H](C1CCN(CC1)C(=O)C=1C=CC2=C(NC(CO2)=O)C1)C1=CC=CC=C1)=O